methyl 3-bromo-1-(2-((tert-butoxycarbonyl)amino)-1-cyclopentylethyl)-1H-pyrazole-5-carboxylate BrC1=NN(C(=C1)C(=O)OC)C(CNC(=O)OC(C)(C)C)C1CCCC1